6-(6-(2-methyl-2H-pyrazolo[3,4-b]pyridin-5-yl)thieno[2,3-b]pyridin-2-yl)-2-oxaspiro[3.3]heptan-6-ol CN1N=C2N=CC(=CC2=C1)C1=CC=C2C(=N1)SC(=C2)C2(CC1(COC1)C2)O